2-(dimethylamino)-2-[(4-methylphenyl)methyl]-1-(4-(4-morpholinyl)phenyl)-1-butanone CN(C(C(=O)C1=CC=C(C=C1)N1CCOCC1)(CC)CC1=CC=C(C=C1)C)C